(R)-N-(2-chloro-3'-((3-formyl-1,7-naphthyridin-8-yl)amino)-2'-methyl-[1,1-biphenyl]-3-yl)-5-((3-hydroxypyrrolidin-1-yl)methyl)picolinamide ClC1=C(C=CC=C1NC(C1=NC=C(C=C1)CN1C[C@@H](CC1)O)=O)C1=C(C(=CC=C1)NC=1N=CC=C2C=C(C=NC12)C=O)C